Cl.NC\C=C(\CN1N=NC2=C1C=C(C=C2C2=CC(=CC=C2)P(=O)(OCC)OCC)C(=O)OC)/F methyl (Z)-1-(4-amino-2-fluorobut-2-en-1-yl)-4-(3-(diethoxyphosphoryl)phenyl)-1H-benzo[d][1,2,3]triazol-6-carboxylate hydrochloride